Ethyl-(R)-4-methyl-2-(3-(3-(5-methyl-1,2,4-oxadiazol-3-yl)benzamido)butanamido)thiazole-5-carboxylate C(C)OC(=O)C1=C(N=C(S1)NC(C[C@@H](C)NC(C1=CC(=CC=C1)C1=NOC(=N1)C)=O)=O)C